Cl.ClC=1C=C(CNCCN2N=CC3=CC=CC=C23)C=C(C1)C N-(3-chloro-5-methylbenzyl)-2-(1H-indazol-1-yl)ethan-1-amine hydrochloride